(3S,4R)-3-(bicyclo[4.2.0]octa-1(6),2,4-trien-3-yl)-4-(4-(4-(dimethoxymethyl)piperidin-1-yl)phenyl)isochroman-7-ol C1=2C=C(C=CC2CC1)[C@H]1OCC2=CC(=CC=C2[C@H]1C1=CC=C(C=C1)N1CCC(CC1)C(OC)OC)O